(4S,4'S,7S,7'S,9aS,9a'S)-N,N'-(ethane-1,2-diylbis(2,1-phenylene))bis(8,8-dimethyl-4-((S)-2-(methylamino)propanamido)-5-oxooctahydropyrrolo[2,1-b][1,3]thiazepine-7-carboxamide) C(CC1=C(C=CC=C1)NC(=O)[C@@H]1C(C[C@@H]2SCC[C@@H](C(N21)=O)NC([C@H](C)NC)=O)(C)C)C2=C(C=CC=C2)NC(=O)[C@@H]2C(C[C@@H]1SCC[C@@H](C(N12)=O)NC([C@H](C)NC)=O)(C)C